(3R,6R)-7-(difluoromethoxy)-2-methyl-1-oxo-1,2,3,6-tetrahydro-3,6-methanobenzo[C]azepin FC(OC=1[C@H]2C=3C(C(N([C@H](CC3)C2)C)=O)=CC1)F